COC(=O)C12CC(C1)(C2)CO 3-(hydroxymethyl)bicyclo(1.1.1)pentane-1-carboxylic acid methyl ester